N-(3-(5-(2-cyclopropylpyrimidin-5-yl)-1H-pyrrolo[2,3-b]pyridine-3-carbonyl)-2,6-difluorophenyl)ethanesulfonamide C1(CC1)C1=NC=C(C=N1)C=1C=C2C(=NC1)NC=C2C(=O)C=2C(=C(C(=CC2)F)NS(=O)(=O)CC)F